Cl.C(C)(C)OC1CNCC1 3-isopropoxypyrrolidine hydrochloride